1-ethyl-6,7-dimethoxy-3,4-dihydroisoquinoline C(C)C1=NCCC2=CC(=C(C=C12)OC)OC